[6-[6-(4-tert-butoxycarbonylpiperazin-1-yl)-3-pyridinyl]-4-fluoro-indazol-2-yl]-2-(6,7-dihydro-5H-pyrrolo[1,2-c]imidazol-1-yl)acetic acid C(C)(C)(C)OC(=O)N1CCN(CC1)C1=CC=C(C=N1)C=1C=C(C2=CN(N=C2C1)C(C(=O)O)C1=C2N(C=N1)CCC2)F